FC1=C(CN2N=C(C=C2C)C(=N)N)C=CC=C1 1-(2-fluorobenzyl)-5-methyl-1H-pyrazole-3-carboxamidine